OC=1C=C(C=CC1O)C1OC=2C=C(C=C(C2CC1O)O)O 2-(3,4-Dihydroxyphenyl)-3,4-dihydro-2H-chromene-3,5,7-triol